FC=1C=C(C=CC1CN1[C@@H](CCC1)C)B1OC(CN(CC(O1)=O)C)=O (R)-2-(3-fluoro-4-((2-methylpyrrolidin-1-yl)methyl)phenyl)-6-methyl-1,3,6,2-dioxazaborocane-4,8-dione